(1S,3R,5S)-2-(11-amino-6H-benzo[e]pyrimido[5',4':4,5]pyrrolo[1,2-c][1,3]oxazine-6-carbonyl)-N-(6-bromopyridin-2-yl)-2-azabicyclo[3.1.0]hexane-3-carboxamide NC1=NC=NC2=C1C=C1N2C(OC2=C1C=CC=C2)C(=O)N2[C@H]1C[C@H]1C[C@@H]2C(=O)NC2=NC(=CC=C2)Br